potassium 1-(2,2,2-trifluoroethyl)-1H-pyrrolo[2,3-b]pyridine-4-carboxylate FC(CN1C=CC2=C1N=CC=C2C(=O)[O-])(F)F.[K+]